P(O)(=O)(OP(=O)(O)OP(=O)(O)O)OC[C@@H]1[C@H](C[C@@H](O1)N1C(=O)NC(=S)C(C)=C1)O 4-thiothymidine-5'-triphosphate